FC1CN(CCC1OC=1C=C2C(=NC=NC2=CC1OC)NC1=C(C=CC(=C1)C=1OC=CC1)OC)C(C=C)=O 1-(3-fluoro-4-((4-((5-(furan-2-yl)-2-methoxyphenyl)amino)-7-methoxy-quinazolin-6-yl)oxy)piperidin-1-yl)prop-2-en-1-one